cyclopropanecarboximidoylammonium chloride [Cl-].C1(CC1)C(=N)[NH3+]